FN1N(C2=CC(=CC=C2C1=O)NC1=NC=CC=C1)C1=CC=CC=C1 fluoro-1-phenyl-6-(pyridin-2-ylamino)-1,2-dihydro-3H-indazol-3-one